3-amino-6-(imidazo[1,2-a]pyridin-6-yl)-N-((6-(methylamino)pyridin-2-yl)methyl)-5-(oxazol-2-yl)pyrazine-2-carboxamide NC=1C(=NC(=C(N1)C=1OC=CN1)C=1C=CC=2N(C1)C=CN2)C(=O)NCC2=NC(=CC=C2)NC